(E)-4-(3-(3-methoxyprop-1-en-1-yl)pyrazolo[1,5-a]pyrimidin-5-yl)piperazine-1-carboxylic acid isopropyl ester C(C)(C)OC(=O)N1CCN(CC1)C1=NC=2N(C=C1)N=CC2\C=C\COC